FC=1C=C(C=C(C1)F)C=1C(=NN(C(C1)=O)CC(=O)OC)C(CO)C methyl 2-(4-(3,5-difluorophenyl)-3-(1-hydroxypropan-2-yl)-6-oxopyridazin-1(6H)-yl)acetate